ONC(=O)C1=CC=C(C=C1)NC([C@H](CC1=CC2=CC=CC=C2C=C1)NC(\C=C\C=1C=NC(=CC1)OC1=CC=CC=C1)=O)=O (2S)-N-[4-(hydroxycarbamoyl)phenyl]-3-(2-naphthyl)-2-[[(E)-3-(6-phenoxy-3-pyridinyl)prop-2-enoyl]amino]propanamide